3-(5-{4-[(4-methoxyphenyl)methyl]-4H-1,2,4-triazol-3-yl}-3-methyl-1H-pyrazol-1-yl)propan-1-ol COC1=CC=C(C=C1)CN1C(=NN=C1)C1=CC(=NN1CCCO)C